(S)-3-(4-(2-cyclohexyl-2-(2-(2-methoxyethyl)-1,2,3,4-tetrahydropyrrolo[1,2-a]pyrazine-6-carboxamido)acetamido)phenyl)-2,4-dimethylpyridine 1-oxide C1(CCCCC1)[C@@H](C(=O)NC1=CC=C(C=C1)C=1C(=[N+](C=CC1C)[O-])C)NC(=O)C1=CC=C2N1CCN(C2)CCOC